(3-((3-((trans)-4-hydroxycyclohexyl)-4-imino-5,6-diphenyl-3,4-dihydro-7H-pyrrolo[2,3-d]pyrimidin-7-yl)methyl)benzyl)propanamide O[C@@H]1CC[C@H](CC1)N1C=NC2=C(C1=N)C(=C(N2CC=2C=C(CC(C(=O)N)C)C=CC2)C2=CC=CC=C2)C2=CC=CC=C2